FC(C(=O)O)(F)F.C(C)(C)(C)OC(=O)N1C[C@H](CC1)CN[C@H](C(C)(C)C)C=1N(C=C(C1)C1=C(C=CC(=C1)F)F)CC1=CC=CC=C1.ClC1=C(C=CC(=C1)Cl)CC(=O)N 2-(2,4-dichlorophenyl)acetamide tert-butyl-(3R)-3-[({(1R)-1-[1-benzyl-4-(2,5-difluorophenyl)-1H-pyrrol-2-yl]-2,2-dimethylpropyl}amino)methyl]pyrrolidine-1-carboxylate trifluoroacetate